triphenyl-(2-phenylpyridin-4-yl)phosphonium trifluoromethanesulfonate FC(S(=O)(=O)[O-])(F)F.C1(=CC=CC=C1)[P+](C1=CC(=NC=C1)C1=CC=CC=C1)(C1=CC=CC=C1)C1=CC=CC=C1